C(C1=CC=CC=C1)C1=CC(=C(S1)NC(=O)C1=CSC(=C1)CC)C(=O)N 5-benzyl-2-{[(5-ethyl-3-thienyl)carbonyl]amino}-3-thiophenecarboxamide